C(=O)(OC(C)(C)C)N1CC2CNCC2C1 2-BOC-octahydropyrrolo[3,4-C]pyrrole